(R)-1-(2-(1-methyl-1H-pyrazol-4-yl)quinolin-4-yl)ethan-1-amine CN1N=CC(=C1)C1=NC2=CC=CC=C2C(=C1)[C@@H](C)N